2-Amino-9-methyl-7-((2-(trimethylsilyl)ethoxy)methyl)-7,9-dihydro-8H-purin-8-one NC1=NC=C2N(C(N(C2=N1)C)=O)COCC[Si](C)(C)C